BrC=1C=CC=C2C=CN=C(C12)NCC1=CC=C(C=C1)OC 8-bromo-N-(4-methoxybenzyl)isoquinolin-1-amine